Gallium Oxygen Rac-trans-cyclohexane-1,2-diamine [C@@H]1([C@@H](CCCC1)N)N.[O].[Ga] |r|